OC=1C=C2CCN(C(C2=CC1)=O)C1=NC=CC=N1 6-Hydroxy-2-(pyrimidin-2-yl)-3,4-dihydroisoquinolin-1(2H)-one